[3-[(8-chloro-7-fluoro-[1,2,4]triazolo[4,3-a]quinazolin-5-yl)-methyl-amino]phenyl]-2-methyl-but-3-yn-2-ol ClC1=C(C=C2C(=NC=3N(C2=C1)C=NN3)N(C=3C=C(C=CC3)CC(C#C)(O)C)C)F